(S)-5-benzyl-N-(5-methyl-4-oxo-7-((4-(pyridin-4-yl)piperazin-1-yl)methyl)-2,3,4,5-tetrahydrobenzo[b][1,4]oxazepin-3-yl)-1H-1,2,4-triazole-3-carboxamide C(C1=CC=CC=C1)C1=NC(=NN1)C(=O)N[C@@H]1C(N(C2=C(OC1)C=CC(=C2)CN2CCN(CC2)C2=CC=NC=C2)C)=O